(5,13-bis(piperidin-1-ylsulfonyl)-5,9,13-triazaspiro[2.11]tetradecan-9-yl)(4-chlorophenyl)methanone N1(CCCCC1)S(=O)(=O)N1CC2(CC2)CN(CCCN(CCC1)C(=O)C1=CC=C(C=C1)Cl)S(=O)(=O)N1CCCCC1